ClC=1C(=NC(=NC1)NC1CCC(CC1)NCCOC)C=1C=C2C(CN=CC2=CC1)(C)C 6-(5-Chloro-2-(((1r,4r)-4-((2-methoxyethyl)amino)cyclohexyl)amino)pyrimidin-4-yl)-4,4-Dimethyl-3,4-dihydroisoquinolin